tert-butyl 4-[2-(7-fluoro-2-methylindazol-5-yl)thieno[2,3-c]pyrazol-5-yl]-2-methylpiperidine-1-carboxylate FC1=CC(=CC2=CN(N=C12)C)N1N=C2C(=C1)C=C(S2)C2CC(N(CC2)C(=O)OC(C)(C)C)C